N-[(S)-1-(3-ethoxy-4-fluorophenyl)ethyl]-4-[(S)-5-methyl-1,4-diazepan-1-yl]-8-cyclopropyl-1-methyl-6-methyl-2-oxo-1,2-dihydro-1,7-diaza-3-naphthamide C(C)OC=1C=C(C=CC1F)[C@H](C)NC(=O)C=1C(N(C2=C(N=C(C=C2C1N1CCN[C@H](CC1)C)C)C1CC1)C)=O